C(C)(C)(C)OC(=O)N1CC=2C=CC(=NC2CC1C(C)C)S(=O)(=O)Cl 2-(chlorosulfonyl)-7-isopropyl-7,8-dihydro-1,6-naphthyridine-6(5H)-carboxylic acid tert-butyl ester